P(=O)(OCCCC)(OCC#C)OCC#C butyl bis(2-propynyl) phosphate